C(C)(C)(C)OC(=O)N[C@H](C(=O)OCC1=CC=CC=C1)CCC(=O)N1CCN(CC1)C Benzyl (S)-2-((tert-butoxycarbonyl) amino)-5-(4-methylpiperazin-1-yl)-5-oxopentanoate